ClC=1C(=CC2=C(N=C(N=C2N[C@H](C)C=2C(=C(C=CC2)C(C(C)(O)C)(F)F)F)C)N1)N1CCN(CC1)C(C)C (R)-1-(3-(1-((7-chloro-6-(4-isopropylpiperazin-1-yl)-2-methylpyrido[2,3-d]pyrimidin-4-yl)amino)ethyl)-2-fluorophenyl)-1,1-difluoro-2-methylpropan-2-ol